ClC=1C=C(C=CC1F)[C@@H](NC(=O)[C@@H]1CNC(O1)=O)C=1N=C(SC1)C(F)(F)F (S)-N-((R)-(3-chloro-4-fluorophenyl)(2-(trifluoromethyl)thiazol-4-yl)methyl)-2-oxo-oxazolidine-5-carboxamide